Cl.C1(=CC(=CC=C1)CC1NCC2(CC2)C1C(C)S(=O)(=O)N)C1=CC=CC=C1 (6-([1,1'-biphenyl]-3-ylmethyl)-5-azaspiro[2.4]heptane-7-yl)ethanesulfonamide hydrochloride